ClC1=CC=C(C=C1)C1=NN(C[C@H]1C1=CC=CC=C1)\C(=N/S(=O)(=O)C1=CC=C(C=C1)C(F)(F)F)\Cl (R,E)-3-(4-chlorophenyl)-4-phenyl-N-((4-(trifluoromethyl)phenyl)sulfonyl)-4,5-dihydro-1H-pyrazole-1-carboximidoyl chloride